((3-fluoro-1H-indazol-5-yl)ethynyl)-N-((2-fluoropyridin-4-yl)methyl)-[2,4'-bipyrimidin]-2'-amine FC1=NNC2=CC=C(C=C12)C#CC1=NC(=NC=C1)C1=NC(=NC=C1)NCC1=CC(=NC=C1)F